C1(CC1)C1=C(OC[C@@](CC(C)C)(C)NC(OC(C)(C)C)=O)C=CC(=C1)C1=CC=NC2=CC=CC=C12 (S)-tert-butyl (1-(2-cyclopropyl-4-(quinolin-4-yl)phenoxy)-2,4-dimethylpentan-2-yl)carbamate